2-[dimethoxy(phenyl)methyl]benzoic acid methyl ester COC(C1=C(C=CC=C1)C(C1=CC=CC=C1)(OC)OC)=O